O=C1NC(C(CC1O)(F)N1C(C2=CC=CC(=C2C1)N)=O)=O 2-(2,6-dioxo-3-hydroxy-5-fluoropiperidin-5-yl)-4-aminoisoindolin-1-one